FC=1C=C(C=C2C(NC(=NC12)C1(CCN(CC1)C(C)C)F)=O)C=1C=C(C=2N(C1)C=C(N2)C)F 8-fluoro-2-(4-fluoro-1-isopropylpiperidin-4-yl)-6-(8-fluoro-2-methylimidazo[1,2-a]pyridin-6-yl)quinazolin-4(3H)-one